N-((R)-azepan-3-yl)-5-(6-chloro-4-(8-fluoro-2-(((2R,7aS)-2-fluorotetrahydro-1H-pyrrolizin-7a(5H)-yl)methoxy)-4-hydroxypyrido[4,3-d]pyrimidin-7-yl)-1H-indazol-5-yl)pentanamide N1C[C@@H](CCCC1)NC(CCCCC=1C(=C2C=NNC2=CC1Cl)C1=C(C=2N=C(N=C(C2C=N1)O)OC[C@]12CCCN2C[C@@H](C1)F)F)=O